C(C)(C)(C)OC(=O)C1=NN(C=C1)CCCCCCBr 1-(6-bromohexyl)-1H-pyrazole-3-carboxylic acid tert-butyl ester